4-((4-(((5-((2-((tert-butoxycarbonyl)amino)phenyl)carbamoyl)pyrazin-2-yl)amino)methyl)benzyl)amino)-4-oxobutanoic acid C(C)(C)(C)OC(=O)NC1=C(C=CC=C1)NC(=O)C=1N=CC(=NC1)NCC1=CC=C(CNC(CCC(=O)O)=O)C=C1